4-(2-fluorophenyl)-6-(trifluoromethyl)-3H-pyrido[1,2-c]pyrimidin-3-one FC1=C(C=CC=C1)C1=C2N(C=NC1=O)C=CC(=C2)C(F)(F)F